ClC1=C(C=C2C(=C(N(C2=C1F)C)C1=NC(=NN1)C(COC)NC)N1C=NC=C1)OC 1-(5-(6-chloro-7-fluoro-3-(1H-imidazol-1-yl)-5-methoxy-1-methyl-1H-indol-2-yl)-1H-1,2,4-triazol-3-yl)-2-methoxy-N-methylethan-1-amine